6,8-dimethyl-3-phenylquinoline CC=1C=C2C=C(C=NC2=C(C1)C)C1=CC=CC=C1